O=C([C@H](O)[C@@H](O)[C@H](O)[C@H](O)C(=O)O)O glucaric acid